[Cl-].[Cl-].C(C1=CC=CC=C1)C(CC1=CC=CC=C1)=[Zr+2](C1=C(C(=CC=2C3=CC(=C(C=C3CC12)C1=CC=C(C=C1)C(C)(C)C)C(C)(C)C)C(C)(C)C)C1=CC=C(C=C1)C(C)(C)C)C1C=CC=C1 dibenzylmethylene(cyclopentadienyl)(2,7-di-(4-tert-butylphenyl)-3,6-di-tert-butylfluorenyl)zirconium dichloride